[Si](C)(C)(C(C)(C)C)OC[C@@H]1COCCN1C[C@@H]1NC[C@H](N(C1)C(=O)OC(C)(C)C)C tert-butyl (2R,5S)-5-(((S)-3-(((tert-butyldimethylsilyl) oxy) methyl) morpholino) methyl)-2-methylpiperazine-1-carboxylate